1-(2,4-difluorophenyl)-3-(4-fluorophenyl)-5-methyl-N-(2-morpholinoethyl)-4-(thiophen-2-yl)-4,5-dihydro-1H-pyrazole-5-carboxamide FC1=C(C=CC(=C1)F)N1N=C(C(C1(C(=O)NCCN1CCOCC1)C)C=1SC=CC1)C1=CC=C(C=C1)F